(3-iodocyclobutoxy)toluene IC1CC(C1)OCC1=CC=CC=C1